2-benzyl-N-(8-fluoro-3-quinolyl)-4-methyl-pent-4-enamide C(C1=CC=CC=C1)C(C(=O)NC=1C=NC2=C(C=CC=C2C1)F)CC(=C)C